6-(2-(4-Fluorophenyl)-1H-benzo[d]imidazol-6-yl)-3-(2-(piperidin-1-yl)ethyl)quinazolin-4(3H)-one FC1=CC=C(C=C1)C1=NC2=C(N1)C=C(C=C2)C=2C=C1C(N(C=NC1=CC2)CCN2CCCCC2)=O